(3S)-3-(4-chlorophenyl)-N,3-dihydroxypropanimidamid ClC1=CC=C(C=C1)[C@H](CC(NO)=N)O